(4-((7-methyl-7H-pyrrolo[2,3-d]pyrimidin-4-yl)oxy)benzyl)-((6-(trifluoromethyl)pyridine-3-yl)methyl)amine CN1C=CC2=C1N=CN=C2OC2=CC=C(CNCC=1C=NC(=CC1)C(F)(F)F)C=C2